3-((4-fluorophenyl)amino)-4-(methyl(4-(5-(trifluoromethyl)-1,2,4-oxadiazol-3-yl)benzyl)amino)cyclobut-3-ene-1,2-dione FC1=CC=C(C=C1)NC=1C(C(C1N(CC1=CC=C(C=C1)C1=NOC(=N1)C(F)(F)F)C)=O)=O